2-[[(3S,5s)-1-[5-chloro-4-[[3-(3-hydroxy-3-methyl-butyl)-1-methyl-2-oxo-benzimidazol-5-yl]amino]pyrimidin-2-yl]-4,4-difluoro-5-methyl-3-piperidinyl]methyl]isoindoline-1,3-dione ClC=1C(=NC(=NC1)N1C[C@H](C([C@H](C1)C)(F)F)CN1C(C2=CC=CC=C2C1=O)=O)NC1=CC2=C(N(C(N2CCC(C)(C)O)=O)C)C=C1